C(C1=CC=CC=C1)N1C[C@H](N(C[C@@H]1CN1[C@@H](COCC1)CO[Si](C)(C)C(C)(C)C)C(=O)OC(C)(C)C)C tert-butyl (2R,5S)-4-benzyl-5-(((S)-3-(((tert-butyldimethylsilyl) oxy) methyl) morpholino) methyl)-2-methylpiperazine-1-carboxylate